Methyl-2-((9-((2R,3S,4R,5R)-3-acetoxy-5-(acetoxymethyl)-4-fluorotetrahydrofuran-2-yl)-2-amino-8-oxo-8,9-dihydro-7H-purin-7-yl)methyl)benzoat COC(C1=C(C=CC=C1)CN1C(N(C2=NC(=NC=C12)N)[C@@H]1O[C@@H]([C@H]([C@H]1OC(C)=O)F)COC(C)=O)=O)=O